4-[6-[2-(Difluoromethoxy)-1,1-dimethyl-ethyl]-5-(4-fluorophenyl)-1H-pyrrolo[2,3-f]indazol-7-yl]benzoic acid FC(OCC(C)(C)C1=C(C2=C(C=C3C=NNC3=C2)N1C1=CC=C(C=C1)F)C1=CC=C(C(=O)O)C=C1)F